2-methyl-N-(1-(3-(1-methyl-1H-pyrazol-4-yl)-5-(5-((((S)-tetrahydrofuran-3-yl)amino)methyl)thiophen-2-yl)phenyl)ethyl)-5-(methylsulfonamidomethyl)benzamide CC1=C(C(=O)NC(C)C2=CC(=CC(=C2)C=2SC(=CC2)CN[C@@H]2COCC2)C=2C=NN(C2)C)C=C(C=C1)CNS(=O)(=O)C